1-(6-chloropyridazin-3-yl)-N-[(1s,3s)-3-fluorocyclobutyl]pyrrolidin-3-amine ClC1=CC=C(N=N1)N1CC(CC1)NC1CC(C1)F